FC=1C=C(C(=NC1)C1=CC=2N(C=C1)C(=C(N2)C)C)C=2C=NN(C2)CC2(CCCC2)F 7-(5-fluoro-3-(1-((1-fluorocyclopentyl)methyl)-1H-pyrazol-4-yl)pyridin-2-yl)-2,3-dimethylimidazo[1,2-a]pyridine